(R) and (S)-4-bromo-5-chloro-1-(2,2-difluorocyclopropyl)-1H-pyrazole BrC=1C=NN(C1Cl)[C@H]1C(C1)(F)F |r|